FC1=CC(=C(C=C1)N1CN(C(C2=CC(=CC=C12)C(F)(F)F)=O)C1=C(NC(C=C1)=O)C)C 1-(4-Fluoro-2-methylphenyl)-3-(2-methyl-6-oxo-1,6-dihydropyridin-3-yl)-6-(trifluoromethyl)-2,3-dihydroquinazolin-4(1H)-one